[4-(2-fluoroethyl)piperazin-1-yl]-2-oxazol-5-yl-pyrazolo[1,5-a]pyrimidine-3-carbonitrile FCCN1CCN(CC1)C1=NC=2N(C=C1)N=C(C2C#N)C2=CN=CO2